tert-butyl 4-[1-[1-(2,6-dibenzyloxy-3-pyridyl)-3-methyl-2-oxo-benzimidazol-5-yl]-4-piperidyl]piperidine-1-carboxylate C(C1=CC=CC=C1)OC1=NC(=CC=C1N1C(N(C2=C1C=CC(=C2)N2CCC(CC2)C2CCN(CC2)C(=O)OC(C)(C)C)C)=O)OCC2=CC=CC=C2